N1C=NC(=C1)C=CC(=O)NCCC1=CC=CC=C1 3-(1H-imidazol-4-yl)-N-(2-phenylethyl)prop-2-enamide